adipoyl-bis(heptyl carbamate) C(CCCCC(=O)N(C([O-])=O)CCCCCCC)(=O)N(C([O-])=O)CCCCCCC